OC(CS(=O)(=O)[O-])(C)C(F)(F)F 2-hydroxy-2-trifluoromethylpropane-1-sulfonate